C(C)(C)(C)OC(=O)NCC/C=C/C(=O)OC methyl (E)-5-((tert-butoxycarbonyl)amino)pent-2-enoate